Crotonic acid C(\C=C\C)(=O)O